CN1N=C(C(=C1)NC1=NC=C2C(=N1)N(N=C2NC=2C(=NC=C(C(=O)NCCN1[C@H](CCC1)C)C2)C)C)C (S)-5-((6-((1,3-dimethyl-1H-pyrazol-4-yl)amino)-1-methyl-1H-pyrazolo[3,4-d]pyrimidin-3-yl)amino)-6-methyl-N-(2-(2-methylpyrrolidin-1-yl)ethyl)nicotinamide